4-valeroxy-2,2,6,6-tetramethylpiperidin C(CCCC)(=O)OC1CC(NC(C1)(C)C)(C)C